NCC1=NNC(C2=CC=C(C=C12)C=1C=NN(C1C1=C(C#N)C(=CC(=C1F)Cl)N1C(CCC1)C)C)=O 2-(4-(4-(aminomethyl)-1-oxo-1,2-dihydrophthalazin-6-yl)-1-methyl-1H-pyrazol-5-yl)-4-chloro-3-fluoro-6-(2-methylpyrrolidin-1-yl)benzonitrile